C(C(C)C)NC(=O)NNC(N)=O isobutyl-biurea